NC1=C(C=C2C(=N1)C=C(N2)CN2C(C1=CC(=CC=C1[C@@]21C(N(CC1)C)=O)F)=O)F (S)-2-((5-Amino-6-fluoro-1H-pyrrolo[3,2-b]pyridin-2-yl)methyl)-5-fluoro-1'-methylspiro[isoindoline-1,3'-pyrrolidine]-2',3-dione